1-(1-(hydroxymethyl)cyclobutyl-1H-pyrazol-4-yl)-2-picolinamide OCC1(CCC1)N1N=CC(=C1)N1C(C=CC=C1)C(=O)N